ClC1=C(C=CC=C1)N1CCN(CC1)C1=CC(=NC(=C1)C1=CC=C(C=C1)C)N 4-(4-(2-chlorophenyl)piperazin-1-yl)-6-(p-tolyl)pyridin-2-amine